3',4'-diamino-6-methyl-[1,1'-biphenylyl]phthalazin-1(2H)-one NC=1C=C(C=CC1N)C1=C(C=CC=C1)N1C(C2=CC=C(C=C2C=N1)C)=O